heptadecan-9-yl 11-(8-((2-hexyldecanoyl) oxy) octyl)-2-methyl-7-oxo-8-oxa-2,6,11-triazanonadecan-19-oate C(CCCCC)C(C(=O)OCCCCCCCCN(CCOC(NCCCN(C)C)=O)CCCCCCCC(=O)OC(CCCCCCCC)CCCCCCCC)CCCCCCCC